1-(3-Ethyl-pyridin-4-yl)-7-methoxy-3-methyl-8-(1-methyl-1H-pyrazol-4-yl)-1,3-dihydro-imidazo[4,5-c]quinolin-2-one C(C)C=1C=NC=CC1N1C(N(C=2C=NC=3C=C(C(=CC3C21)C=2C=NN(C2)C)OC)C)=O